tert-Butyl 4-(3-cyclopropoxy-6-nitro-2-(trifluoromethyl)phenyl)-1-oxa-4,9-diazaspiro[5.5]undecane-9-carboxylate C1(CC1)OC=1C(=C(C(=CC1)[N+](=O)[O-])N1CCOC2(C1)CCN(CC2)C(=O)OC(C)(C)C)C(F)(F)F